[K+].P(=O)(OCCCCCCCCCCCCCCCC)([O-])[O-].[K+] hexadecyl phosphate potassium salt